6,7-dimethoxy-9-(2-(2-morpholinoethoxy)pyrimidin-5-yl)naphtho[2,3-c]furan-1(3H)-one COC1=CC2=CC3=C(C(OC3)=O)C(=C2C=C1OC)C=1C=NC(=NC1)OCCN1CCOCC1